N-(2-methyl-5-(2-(piperidin-1-yl)acetamido)pyridin-3-yl)-2-(pyridazin-4-yl)-1H-pyrrolo[2,3-b]pyridine-5-carboxamide CC1=NC=C(C=C1NC(=O)C=1C=C2C(=NC1)NC(=C2)C2=CN=NC=C2)NC(CN2CCCCC2)=O